perfluoro-2,5,8-trimethyl-3,6,9-trioxadodecanoyl fluoride FC(C(=O)F)(OC(C(OC(C(OC(C(C(F)(F)F)(F)F)(F)F)(C(F)(F)F)F)(F)F)(C(F)(F)F)F)(F)F)C(F)(F)F